N1-(cyclobutylmethyl)-6-(4-methylpiperazin-1-yl)benzene-1,3-diamine C1(CCC1)CNC1=CC(=CC=C1N1CCN(CC1)C)N